NC1=C2C(=NC=N1)N(N=C2C2=CC=C1C=C(NC1=C2)C(=O)NC=2SC(=NN2)C)C(C)(C)C 6-(4-amino-1-tert-butyl-pyrazolo[3,4-d]pyrimidin-3-yl)-N-(5-methyl-1,3,4-thiadiazol-2-yl)-1H-indole-2-carboxamide